tert-butyl 3-(6-hydroxy-3-quinolyl)-1-oxa-8-azaspiro[4.5]dec-2-ene-8-carboxylate OC=1C=C2C=C(C=NC2=CC1)C1=COC2(C1)CCN(CC2)C(=O)OC(C)(C)C